(±)-8-(2-hydroxy-2-(methyl-d3)cyclopentyl)-6-(methyl-d3)-2-((1-((methyl-d3)sulfonyl)piperidin-4-yl)amino)pyrido[2,3-d]pyrimidin-7(8H)-one OC1(C(CCC1)N1C(C(=CC2=C1N=C(N=C2)NC2CCN(CC2)S(=O)(=O)C([2H])([2H])[2H])C([2H])([2H])[2H])=O)C([2H])([2H])[2H]